C1(CC1)C=1N=C2N(C3=CC=NC=C3C=C2C=2C=NC(=CC2C)[C@H](CC)O)C1 2-cyclopropyl-4-(6-((S)-1-hydroxypropyl)-4-methylpyridin-3-yl)imidazo[1,2-a][1,6]naphthyridin